2-((1H-pyrrolo[2,3-b]pyridin-5-yl)oxy)-5-fluoro-4-(2-oxo-7-azaspiro[3.5]nonan-7-yl)benzoic acid methyl ester COC(C1=C(C=C(C(=C1)F)N1CCC2(CC(C2)=O)CC1)OC=1C=C2C(=NC1)NC=C2)=O